6-chlorospiro(isochromene-1,1'-isoindoline) ClC=1C=C2C=COC3(NCC4=CC=CC=C34)C2=CC1